piperidin-1-yl(1-tosyl-1H-pyrrolo[2,3-b]pyridin-5-yl)methanone N1(CCCCC1)C(=O)C=1C=C2C(=NC1)N(C=C2)S(=O)(=O)C2=CC=C(C)C=C2